COCCNCC1=CC(=C(C(=C1)OC)OC)OC 2-methoxy-N-(3,4,5-trimethoxybenzyl)ethan-1-amine